[1,3]dioxolo[4,5-c]pyrrol-4-one O1COC2=C1C=NC2=O